C(CCC)[Sn](C=1N=CN(C1)CCOC)(CCCC)CCCC tributyl-[1-(2-methoxyethyl)imidazol-4-yl]stannane